C1(=CC=CC=C1)N1C(C=2C(C1=O)=CC(=C(C2)F)F)=O N-phenyl-4,5-difluorophthalimide